methyl 5-bromo-1-(naphthalen-2-ylmethyl)-1H-indazole-7-carboxylate BrC=1C=C2C=NN(C2=C(C1)C(=O)OC)CC1=CC2=CC=CC=C2C=C1